FC(C1=CC=C(C=C1)N1N=C(C=C1)N1CCN(CC1)C(=O)OC(C)(C)C)(F)F tert-butyl 4-[1-[4-(trifluoromethyl)phenyl]pyrazol-3-yl]piperazine-1-carboxylate